3,7-diamino-1-vinyldibenzo[b,e]germin-10(5H)-one NC=1C=C(C2=C([GeH2]C3=C(C2=O)C=CC(=C3)N)C1)C=C